NCCCCCNC(=O)C=1NC2=CC=C(C=C2C1S(=O)(=O)C1=CC(=CC(=C1)C)C)Cl N-(5-aminopentyl)-5-chloro-3-((3,5-dimethylphenyl)sulfonyl)-1H-indole-2-carboxamide